ClC1=C(C(=CC=C1)Cl)C1=CC2=C(N=C(N=C2)NC=2C=C(C(=NC2)OCCN2CCS(CC2)(=O)=O)CNC(=O)N)N(C1=O)C [5-[[6-(2,6-dichlorophenyl)-8-methyl-7-oxo-pyrido[2,3-d]pyrimidin-2-yl]amino]-2-[2-(1,1-dioxo-1,4-thiazinan-4-yl)ethoxy]-3-pyridyl]methylurea